OC=1C=C(C=2N(C1)N=CC2C#N)C2=NC=C(N=C2)N2CC1N(C(C2)C1)CC=1C=NC(=CC1)OC 6-Hydroxy-4-(5-(6-((6-methoxypyridin-3-yl)methyl)-3,6-diazabicyclo[3.1.1]heptan-3-yl)pyrazin-2-yl)pyrazolo[1,5-a]pyridine-3-carbonitrile